4-Chloro-8-((8-methyl-2,8-diazaspiro[4.5]decan-2-yl)methyl)-5-(2,2,2-trifluoroethyl)-5H-pyrido[4',3':4,5]pyrrolo[3,2-d]pyrimidine ClC=1C2=C(N=CN1)C1=C(N2CC(F)(F)F)C=NC(=C1)CN1CC2(CC1)CCN(CC2)C